CC1=CN=NN1C1=CC=C(C=C1)CN (4-(5-methyl-1H-1,2,3-triazol-1-yl)phenyl)methanamine